5-bromopyridine-3-sulfonyl chloride BrC=1C=C(C=NC1)S(=O)(=O)Cl